C1=CC(=CC=C1NC(=O)CBr)S(=O)(=O)N 2-bromo-N-(4-sulfamoylphenyl)acetamide